Isopropyl ((2-morpholinoethoxy) (4-nitrophenoxy) phosphoryl)-L-alaninate O1CCN(CC1)CCOP(=O)(OC1=CC=C(C=C1)[N+](=O)[O-])N[C@@H](C)C(=O)OC(C)C